1-(6-(4-isopropyl-4H-1,2,4-triazol-3-yl)pyridin-2-yl)-3-(4-phenyl-1H-pyrazol-5-yl)urea C(C)(C)N1C(=NN=C1)C1=CC=CC(=N1)NC(=O)NC1=C(C=NN1)C1=CC=CC=C1